ClC=1C=C2C(=NC=NC2=C(C1C1=C(C=CC=C1)F)F)NCCNC=1OCCN1 N-(6-chloro-8-fluoro-7-(2-fluorophenyl)quinazolin-4-yl)-N2-(4,5-dihydrooxazol-2-yl)ethane-1,2-diamine